OC(=O)C(F)(F)F.O1C(=O)C(=C(C2=CC=CC=C12)N)N coumarindiamine TFA salt